6-fluoro-4-hydroxy-7-isopropoxyquinoline-3-carbonitrile FC=1C=C2C(=C(C=NC2=CC1OC(C)C)C#N)O